N1=C(C=CC=C1)C(=O)N[C@H]1[C@@H](CCCC1)C(=O)OCC trans-ethyl 2-(picolinamido)cyclohexanecarboxylate